11-(3-tridecylbicyclo[1.1.1]pent-1-yl)undec-10-enoic acid C(CCCCCCCCCCCC)C12CC(C1)(C2)C=CCCCCCCCCC(=O)O